(1R,4s)-4-(8-(4-chloro-2,6-difluorophenylamino)-2-((S)-3,3-difluorocyclopentylamino)-9H-purin-9-yl)cyclohexanecarboxamide ClC1=CC(=C(C(=C1)F)NC=1N(C2=NC(=NC=C2N1)N[C@H]1CC(CC1)(F)F)C1CCC(CC1)C(=O)N)F